6H-dibenzo[B,D]pyran-1-ol C1(=CC=CC=2OCC3=C(C21)C=CC=C3)O